p-hydroxyphenyl-ethane tert-Butyl-3-[[(4,5,6,7,8,9-hexahydrocycloocta[b]thiophen-2-ylcarbonyl)amino]methyl]oxane-3-carboxylate C(C)(C)(C)OC(=O)C1(COCCC1)CNC(=O)C1=CC2=C(S1)CCCCCC2.OC2=CC=C(C=C2)CC